Cl.N[C@@](CNC(=O)C=1C=NN(C1)C)(CCCC)C (R)-N-(2-amino-2-methylhexyl)-1-methyl-1H-pyrazole-4-carboxamide hydrochloride